2,5-dichloro-1,3-benzoxazole ClC=1OC2=C(N1)C=C(C=C2)Cl